4-methyl-7-pyrimidin-2-yloxychromen-2-on CC1=CC(OC2=CC(=CC=C12)OC1=NC=CC=N1)=O